(2S,4R)-4-((tert-butyldimethylsilyl)oxy)-1-(2-(3-hydroxyisoxazol-5-yl)-3-methylbutyryl)-N-((S)-1-(4-(4-methylthiazol-5-yl)phenyl)ethyl)pyrrolidine-2-carboxamide [Si](C)(C)(C(C)(C)C)O[C@@H]1C[C@H](N(C1)C(C(C(C)C)C1=CC(=NO1)O)=O)C(=O)N[C@@H](C)C1=CC=C(C=C1)C1=C(N=CS1)C